6-[4-amino-5-(difluoromethyl)pyrimidin-2-yl]-4,7-difluoro-2-[(2R,4S)-2-fluoro-4-[[6-oxo-5-(trifluoromethyl)-1H-pyridazin-4-yl]amino]pentyl]isoquinolin-1-one NC1=NC(=NC=C1C(F)F)C=1C=C2C(=CN(C(C2=CC1F)=O)C[C@@H](C[C@H](C)NC=1C=NNC(C1C(F)(F)F)=O)F)F